N-((1R,3r,5S)-8-azabicyclo[3.2.1]octan-3-yl)-5-cyanoisoxazole-3-carboxamide [C@H]12CC(C[C@H](CC1)N2)NC(=O)C2=NOC(=C2)C#N